(1S,2S,4S)-1-amino-4-(benzylamino)-2-(3-boronopropyl)cyclopentanecarboxylic acid N[C@@]1([C@H](C[C@@H](C1)NCC1=CC=CC=C1)CCCB(O)O)C(=O)O